4-ETHOXYPYRIDINE-2-CARBALDEHYDE C(C)OC1=CC(=NC=C1)C=O